(1H-indole-6-yl)-4-methyl-2-(1-oxoisoindole-2-yl)valeramide N1C=CC2=CC=C(C=C12)C(C(=O)N)(CC(C)C)N1C(C2=CC=CC=C2C1)=O